benzyl (2R-3S,5R)-3-((N,N-dimethylsulfamoyl)(4-methoxybenzyl)amino)-2-(hydroxymethyl)-5-methylpyrrolidine-1-carboxylate CN(S(=O)(=O)N([C@@H]1[C@@H](N([C@@H](C1)C)C(=O)OCC1=CC=CC=C1)CO)CC1=CC=C(C=C1)OC)C